[Na].[N+](=O)([O-])C1=C(C=CC=C1)O nitrophenol sodium salt